BrCC(=O)C1=C(C=C(C(=C1)Br)OC)Cl 2-Bromo-1-(5-bromo-2-chloro-4-methoxyphenyl)ethan-1-one